3-(N-(5-cyano-2-(3,3-difluoropiperidin-1-yl)phenyl)sulfamoyl)-4-ethylbenzoic acid C(#N)C=1C=CC(=C(C1)NS(=O)(=O)C=1C=C(C(=O)O)C=CC1CC)N1CC(CCC1)(F)F